CN1N=CC(=C1)C1=NC=CC(=C1)OC=1C=C2C(N(C=NC2=CC1)CCC1=CC=CC=C1)=O 6-{[2-(1-methylpyrazol-4-yl)-4-pyridyl]oxy}-3-(2-phenylethyl)quinazolin-4-one